((4S)-4-phenyl-2-(trifluoromethyl)oxazolidin-2-yl)methanol C1(=CC=CC=C1)[C@@H]1NC(OC1)(C(F)(F)F)CO